methyl-1H-imidazol-2(3H)-one CN1C(NC=C1)=O